[Si](C)(C)(C(C)(C)C)OC(C)C=1C=C(C=C2C=CN=CC12)F 8-(1-((tert-butyldimethylsilyl)oxy)ethyl)-6-fluoroisoquinoline